CC=1C(=CC=2N=CN=C(C2N1)OC1=CC=C(C=C1)NC(=O)C1(CC1)C(=O)NC1=CC=C(C=C1)F)C 1-N-[4-(6,7-dimethyl-pyrido[3,2-d]pyrimidin-4-yl)oxyphenyl]-1-N'-(4-fluorophenyl)cyclopropane-1,1-dicarboxamide